C1(=C(C(=CC(=C1)C)C)C=1NC(=CN1)C)C 2-mesityl-5-methylimidazole